NC=1C(=C(C=CC1)C1=C(C(=CC=C1)C=1N=C(C(=NC1)CN(C1CCC(CC1)C(=O)OC)C)OC)C)C Methyl (1r,4r)-4-(((5-(3'-amino-2,2'-dimethyl-[1,1'-biphenyl]-3-yl)-3-methoxypyrazin-2-yl)methyl)(methyl)amino)cyclohexane-1-carboxylate